2-cyanobutan-2-yl 4-chloro-3,5-dimethyl-1H-pyrazole-1-carbodithioate ClC=1C(=NN(C1C)C(=S)SC(C)(CC)C#N)C